potassium {[(tert-butyl)(oxycarbonylamino)]methyl}tris(fluoro)boranuide C(C)(C)(C)OC(=O)NC[B-](F)(F)F.[K+]